BrC1=CC=2CC(C3=CC(=CC=C3C2C=C1)Br)=O 2,7-Dibromophenanthrone